S-isobutyl thioformate C(=O)SCC(C)C